C(C)(C)(C)C1=CC=C2C(=C(N=CC2=C1)C)C(=O)OCC ethyl 7-tert-butyl-3-methyl-isoquinoline-4-carboxylate